2-Chloro-N-(8-fluoro-6-oxo-1,4,5,6-tetrahydro-2H-pyrano[3,4-c]isoquinolin-1-yl)-N-methyl-4H-thieno[3,2-b]pyrrole-5-carboxamide ClC1=CC=2NC(=CC2S1)C(=O)N(C)C1COCC=2NC(C=3C=C(C=CC3C21)F)=O